[Si+2].NCC1=CC=C([O-])C=C1.NCC1=CC=C([O-])C=C1 Bis(4-aminomethylphenoxide) Silicon